ClC1=C2C(=C(NC2=CC=C1F)C(=O)N1CCNCC1)F (4-chloro-3,5-difluoro-1H-indol-2-yl)(piperazin-1-yl)methanone